N-(4-bromo-3-fluoro-phenyl)-2,2,2-trifluoro-acetamide BrC1=C(C=C(C=C1)NC(C(F)(F)F)=O)F